tert-butyl 6-(4-(5-chloro-6-methyl-1-tosyl-1H-indazol-4-yl)-3-(6-methoxypyridin-3-yl)-5-methyl-1H-pyrazol-1-yl)-2-azaspiro[3.3]heptane-2-carboxylate ClC=1C(=C2C=NN(C2=CC1C)S(=O)(=O)C1=CC=C(C)C=C1)C=1C(=NN(C1C)C1CC2(CN(C2)C(=O)OC(C)(C)C)C1)C=1C=NC(=CC1)OC